C(C)(C)(C)OC(=O)N1CCC(CC1)CCOC(CCCCOC(C(CCCCCCCC)CCCCCC)=O)=O 4-[2-[5-(2-Hexyldecanoyloxy)pentanoyloxy]ethyl]piperidine-1-carboxylic acid tert-butyl ester